(R)-8-(1-((2-bromo-4-fluorophenyl)amino)ethyl)-3,6-dimethyl-2-(tetrahydro-2H-pyran-4-yl)quinazolin-4(3H)-one BrC1=C(C=CC(=C1)F)N[C@H](C)C=1C=C(C=C2C(N(C(=NC12)C1CCOCC1)C)=O)C